FC=1C=CC(=C(C1)CC(=O)OC(C)(C)C)NC(C1=C(C=C(C(=C1)NC(=O)C1=NN(C2=CC=CC=C12)CC(F)(F)F)N1CCCCC1)C)=O tert-butyl 2-(5-fluoro-2-(2-methyl-4-(piperidin-1-yl)-5-(1-(2,2,2-trifluoroethyl)-1H-indazole-3-carboxamido)benzamido)phenyl)acetate